BrC=1C=C(C=CC1)NC(NC1=C(C(=O)NCCN)C=CC(=C1)F)=O 2-[3-(3-bromophenyl)ureido]-4-fluoro-N-(2-amino-ethyl)benzamide